(-)-2,2,2-trichloroethyl ((3-(5-((5-(((cyclopropylmethyl)amino)(phenyl)methyl)-2-fluoro-phenyl)carbamoyl)-3-(trifluoromethyl)-1H-pyrazol-1-yl)phenyl)(imino)methyl)carbamate C1(CC1)CNC(C=1C=CC(=C(C1)NC(=O)C1=CC(=NN1C=1C=C(C=CC1)C(=N)NC(OCC(Cl)(Cl)Cl)=O)C(F)(F)F)F)C1=CC=CC=C1